N1C(=CC2=CC=CC=C12)C1=NC(=NO1)C1=CC=C(C2=CC=CC=C12)CN1CC(C1)C(=O)O 1-((4-(5-(1H-indol-2-yl)-1,2,4-oxadiazol-3-yl)naphthalen-1-yl)methyl)azetidine-3-carboxylic acid